2-Propanyl ({(3R,5aR,6R,7R,8aS)-6-[(1E,3R)-4-(3-chlorophenoxy)-3-hydroxy-1-buten-1-yl]-7-hydroxyoctahydro-2H-cyclopenta[b]oxepin-3-yl}methoxy)acetate ClC=1C=C(OC[C@@H](/C=C/[C@H]2[C@@H](C[C@@H]3OC[C@H](CC[C@@H]32)COCC(=O)OC(C)C)O)O)C=CC1